3-(2-cyclopentyl-2-hydroxy-2-phenyl-ethoxy)quinuclidine C1(CCCC1)C(COC1CN2CCC1CC2)(C2=CC=CC=C2)O